FC(CON)(F)F O-(2,2,2-Trifluoroethyl)hydroxylamine